O=C1C=NN=C1 4-oxodiazole